6-(3-fluorophenoxy)-5-(3-fluorophenyl)-N-[(2R)-1-hydroxypropan-2-yl]pyridine-3-carboxamide FC=1C=C(OC2=C(C=C(C=N2)C(=O)N[C@@H](CO)C)C2=CC(=CC=C2)F)C=CC1